4-[[(1R)-2-[5-(2-fluoro-3-methoxyphenyl)-3-[[2-fluoro-6-(trifluoromethyl)phenyl]methyl]-3,6-dihydro-4-methyl-2,6-dioxo-1(2H)-pyrimidinyl]-1-phenylethyl]amino]butanoic acid-d3 FC1=C(C=CC=C1OC)C1=C(N(C(N(C1=O)C[C@@H](C1=CC=CC=C1)NCC(C(C(=O)O)([2H])[2H])[2H])=O)CC1=C(C=CC=C1C(F)(F)F)F)C